N5-Cyclopropyl-3-(1-(2-hydroxyethyl)-1H-indol-4-yl)-N7-methyl-2,3-dihydrobenzofuran-5,7-dicarboxamid C1(CC1)NC(=O)C=1C=C(C2=C(C(CO2)C2=C3C=CN(C3=CC=C2)CCO)C1)C(=O)NC